tert-butyl (R)-(4-bromo-2,3-dihydro-1H-inden-1-yl)carbamate BrC1=C2CC[C@H](C2=CC=C1)NC(OC(C)(C)C)=O